N=1C=NN2C1C=C(C=C2)C=2C=C(SC2)C(=O)N 4-([1,2,4]triazolo[1,5-a]pyridin-7-yl)thiophene-2-carboxamide